3-(2-pyridyldithio)propanoic hydrazide N1=C(C=CC=C1)SSCCC(=O)NN